[1,1'-biphenyl-4-yl-methyl]-1-((R)-2-hydroxy-1-phenylethyl)-3-methyl-2-pyrrolidone C1(=CC=C(C=C1)CC1(C(N(CC1)[C@@H](CO)C1=CC=CC=C1)=O)C)C1=CC=CC=C1